ClC1=CC=C(S1)S(=O)(=O)NC1=C(C=CC=C1)N1CCCCC1 5-chloro-N-(2-piperidin-1-ylphenyl)thiophene-2-sulfonamide